C1(CC1)N1N=CC=C1B1OC(C(O1)(C)C)(C)C 1-cyclopropyl-5-(tetramethyl-1,3,2-dioxaborolan-2-yl)-1H-pyrazole